NC=1N=NC(=CC1)OC 3-amino-6-methoxypyridazine